[C@H]12CN(C[C@H](CC1)N2)C2=NC(=NC1=C(C(=CC=C21)C2=C(C(=CC(=N2)N)C)C2CC2)F)OC[C@]21CCCN1C[C@@H](C2)F 6-(4-((1R,5S)-3,8-diazabicyclo[3.2.1]octan-3-yl)-8-fluoro-2-(((2R,7aS)-2-fluorotetrahydro-1H-pyrrolizin-7a(5H)-yl)methoxy)quinazolin-7-yl)-5-cyclopropyl-4-methylpyridin-2-amine